C1(CCCCC1)N1N=CC=C1N(C(=O)C1=NOC(=C1)C1=CC(=C(C=C1)F)O)C N-(1-cyclohexyl-1H-pyrazol-5-yl)-5-(4-fluoro-3-hydroxyphenyl)-N-methylisoxazole-3-carboxamide